(R)-(4-((1-(3-amino-5-(thiazol-5-yl)phenyl)ethyl)amino)-6-methoxy-2-methylquinazolin-7-yl)(morpholino)methanone NC=1C=C(C=C(C1)C1=CN=CS1)[C@@H](C)NC1=NC(=NC2=CC(=C(C=C12)OC)C(=O)N1CCOCC1)C